tert-butyl 3-((((S)-3,4-dihydro-2H-pyrano[3,2-b]pyridin-4-yl)(methyl)amino)methyl)-5-(4-methylpiperazin-1-yl)-3,4-dihydroisoquinoline-2(1H)-carboxylate O1CC[C@@H](C2=NC=CC=C21)N(C)CC2N(CC1=CC=CC(=C1C2)N2CCN(CC2)C)C(=O)OC(C)(C)C